1,2,3,3,4,5,6,6-octafluorocyclohexa-1,4-diene FC1=C(C(C(=C(C1(F)F)F)F)(F)F)F